[(1E)-3-aminoprop-1-en-1-yl](3-fluoro-4-methoxyphenyl)(phenylimino)-λ6-sulfanone dihydrochloride Cl.Cl.NC/C=C/S(=O)(=NC1=CC=CC=C1)C1=CC(=C(C=C1)OC)F